C1(CC1)C=1N=NN(C1)[C@H](C(=O)N1[C@@H](C[C@H](C1)O)C(=O)NC(C)C1=CC(=CC=C1)S(=O)(=O)N(C)C)C(C)(C)C (2S,4r)-1-[(2S)-2-(4-cyclopropyltriazol-1-yl)-3,3-dimethyl-butyryl]-N-[1-[3-(dimethylaminosulfonyl)phenyl]ethyl]-4-hydroxy-pyrrolidine-2-carboxamide